6-(azepan-1-yl)-1-methyl-N-(1-(2-(pyrrolidin-1-yl)ethyl)piperidin-4-yl)-1H-pyrazolo[3,4-b]pyridine-3-carboxamide N1(CCCCCC1)C1=CC=C2C(=N1)N(N=C2C(=O)NC2CCN(CC2)CCN2CCCC2)C